OC1(CCN(CC1)C(C[C@@H](C(F)(F)F)C1=CC=CC=C1)=O)CN1C=NC=2C(C1=O)=NN(C2C2=CC=C(C=C2)CNC)C (R)-6-((4-Hydroxy-1-(4,4,4-trifluoro-3-phenylbutanoyl)piperidin-4-yl)methyl)-2-methyl-3-(4-((methylamino)methyl)phenyl)-2H-pyrazolo[4,3-d]pyrimidin-7(6H)-one